C(#N)C=1C=2CCCC2C(=C2CCCC12)NC(=O)N=[S@](=O)(N)C1=NN(C(=C1)C(C)(C)O)C1=CC=CC=C1 (R)-N'-((8-cyano-1,2,3,5,6,7-hexahydro-s-indacen-4-yl)carbamoyl)-5-(2-hydroxypropan-2-yl)-1-phenyl-1H-pyrazole-3-sulfonimidamide